C(C1=CC=CC=C1)(C1=CC=CC=C1)(C1=CC=CC=C1)OC[C@@H](CCCCCCCCCCCCCCCCC)O (R)-1-(trityloxy)nonadecan-2-ol